6-[2-[1-[2-(aminomethyl)-3,3-difluoro-allyl]-5-oxo-1,2,4-triazol-4-yl]-4-pyridyl]-8-methyl-3,4-dihydro-1H-quinolin-2-one NCC(CN1N=CN(C1=O)C1=NC=CC(=C1)C=1C=C2CCC(NC2=C(C1)C)=O)=C(F)F